COC1=C(CC(N)C)C=C(C(=C1)[N+](=O)[O-])OC 2,5-dimethoxy-4-nitro-amphetamine